C(CCCCCCCCCCCCCCCCC)OP1OCC2(CO1)COP(OC2)OCCCCCCCCCCCCCCCCCC 3,9-bis(octadecyloxy)-2,4,8,10-tetraoxa-3,9-diphosphaspiro[5.5]-undecane